COC1=NC=CC=C1NC1=CC=CC=C1 methoxy-N-phenyl-pyridin-3-amine